FC=1C(=NC=CC1CN1C(CC1)C1=CC=CC=C1)C=1C=C2CN(C(C2=CC1)=O)C1C(NC(CC1)=O)=O 3-(5-(3-fluoro-4-((2-phenylazetidin-1-yl)methyl)pyridin-2-yl)-1-oxoisoindolin-2-yl)piperidine-2,6-dione